2-bromo-7-(3-methylazetidin-1-yl)pyrazolo[1,5-a]Pyrimidine-5-carboxylic acid BrC1=NN2C(N=C(C=C2N2CC(C2)C)C(=O)O)=C1